Ethyl 2-(2-cyclopropyl-7-methyl-4-oxo-6,7-dihydrofuro[3,2-c]pyridin-5(4H)-yl)acetate C1(CC1)C1=CC=2C(N(CC(C2O1)C)CC(=O)OCC)=O